[Pt].N[Pt](N)(N)(N)(Cl)(Cl)(Cl)Cl tetraaminoplatinum tetra-chloride platinum